ClC1=C(C(=CC=C1)Cl)C1=NOC(=C1C(=O)O[C@H]1[C@@H]2CN([C@H](C1)C2)C2=C(C=C(C(=O)O)C=C2)F)C2(CC2)F 4-[(1s,4s,5r)-5-[3-(2,6-dichlorophenyl)-5-(1-fluorocyclopropyl)-1,2-oxazole-4-carbonyloxy]-2-azabicyclo[2.2.1]heptan-2-yl]-3-fluorobenzoic acid